ethylenebis(3,4-epoxycyclohexane formate) C(CC1(CC2C(CC1)O2)C(=O)[O-])C2(CC1C(CC2)O1)C(=O)[O-]